CC1=CC=C(C=N1)S(=O)(=N)C1=CC=C(C(=O)OC)C=C1 methyl 4-[(6-methyl-3-pyridyl)sulfonimidoyl]benzoate